1-(2-nitrophenyl)naphthalene [N+](=O)([O-])C1=C(C=CC=C1)C1=CC=CC2=CC=CC=C12